FC=1C=C2C(=NNC2=CC1)CCN(C)C 2-(5-fluoro-1H-indazol-3-yl)-N,N-dimethylethan-1-amine